2-hydroxy-N-valyl-5-methyladenosine OC1=NC(C2(N=CN([C@H]3[C@H](O)[C@H](O)[C@@H](CO)O3)C2=N1)C)=NC([C@@H](N)C(C)C)=O